(R)-3-methyl-5-(((tetrahydrofuran-3-yl)methyl)amino)-8-(4-(trifluoromethyl)phenyl)pyrido[4,3-d]pyrimidin-4(3H)-one CN1C=NC2=C(C1=O)C(=NC=C2C2=CC=C(C=C2)C(F)(F)F)NC[C@@H]2COCC2